methyl (1S,3R,4R,5R)-4-{[(2E)-3-(3,4-dimethoxyphenyl)prop-2-enoyl]oxy}-1,3-dihydroxy-5-{[(2E)-3-(4-hydroxy-3-methoxyphenyl)prop-2-enoyl]oxy}cyclohexane-1-carboxylate COC=1C=C(C=CC1OC)/C=C/C(=O)O[C@@H]1[C@@H](C[C@](C[C@H]1OC(\C=C\C1=CC(=C(C=C1)O)OC)=O)(C(=O)OC)O)O